iodo-5-(pyridin-4-yl)benzonitrile IC1=C(C#N)C=C(C=C1)C1=CC=NC=C1